8-Methyl-2-[phenyl(2H2)methyl]-N-[(2S)-tetrahydrofuran-2-ylmethyl]-4,5-dihydro-2H-furo[2,3-g]indazol-7-carboxamid CC1=C(OC=2CCC3=CN(N=C3C21)C([2H])([2H])C2=CC=CC=C2)C(=O)NC[C@H]2OCCC2